CC1(COB(O1)C1=CC=C2N=CC(N(C2=C1)C)=O)C 7-(5,5-dimethyl-1,3,2-dioxaborolan-2-yl)-1-methylquinoxalin-2(1H)-one